[O-]CC.[O-]CC.[O-]CC.[Bi+3] bismuth triethoxide